(3-(trimethoxysilyl)propyl)hexane-1,6-diamine CO[Si](CCCC(CCCCCN)N)(OC)OC